ClC1=CC(=CC(=N1)OC1[C@@H]2CN(C[C@H]12)C(=O)OC(C)(C)C)C#N tert-butyl (1R,5S,6s)-6-((6-chloro-4-cyanopyridin-2-yl)oxy)-3-azabicyclo[3.1.0]hexane-3-carboxylate